BrC1=C2C=CN(C2=CC(=C1OC=1C=CC(=C(C1)C1=CC=NN1C(C)(CCCC(CS(=O)(=O)C=C)(C)C)C=1C=C(C=CC1)C[C@H](C(=O)OC)C)F)F)S(=O)(=O)C1=CC=C(C)C=C1 methyl (2R)-3-(3-(2-(5-(5-((4-bromo-6-fluoro-1-tosyl-1H-indol-5-yl)oxy)-2-fluorophenyl)-1H-pyrazol-1-yl)-6,6-dimethyl-7-(vinylsulfonyl)heptan-2-yl)phenyl)-2-methylpropanoate